6-(3-(3-((1-(2-fluorophenyl)cyclopropyl)amino)propanoyl)-3,8-diazabicyclo[3.2.1]octan-8-yl)nicotinonitrile FC1=C(C=CC=C1)C1(CC1)NCCC(=O)N1CC2CCC(C1)N2C2=NC=C(C#N)C=C2